The molecule is a tetrahydroxyflavanone that is (2S)-flavanone substituted by hydroxy groups at positions 5, 7, 4' and 5', a geranyl group at position 3' and a prenyl group at position 6. Isolated from Schizolaena hystrix, it exhibits cytotoxicity against ovarian cancer cell line. It has a role as a metabolite and an antineoplastic agent. It is a tetrahydroxyflavanone and a member of 4'-hydroxyflavanones. CC(=CCC/C(=C/CC1=C(C(=CC(=C1)[C@@H]2CC(=O)C3=C(O2)C=C(C(=C3O)CC=C(C)C)O)O)O)/C)C